ClC=1C=C(C=CC1F)NC(NC12CC(C1)(C2)[C@@H](C(=O)NC2=CC=C(C=C2)F)C)=O (S)-2-(3-(3-(3-chloro-4-fluorophenyl)ureido)bicyclo[1.1.1]pentan-1-yl)-N-(4-fluorophenyl)propanamide